[C@H]12[C@@H](C[C@H](CC1)C2)C=2C=C(N=NC2C(C)OCC)C=2C(NC(NC2)=O)=O 5-(5-((1S,2R,4R)-bicyclo[2.2.1]hept-2-yl)-6-(1-ethoxyethyl)pyridazin-3-yl)pyrimidine-2,4(1H,3H)-dione